[N+](=O)(O[C@H](CO[N+](=O)[O-])C1CCN(CC1)S(=O)(=O)C1=CC(=C(C=C1)OCCC)C=1NC(C2=C(N1)C(=CN2CC)CCC)=O)[O-] (S)-1-(1-((3-(5-ethyl-4-oxo-7-propyl-4,5-dihydro-3H-pyrrolo[3,2-d]pyrimidin-2-yl)-4-propoxyphenyl)sulfonyl)piperidin-4-yl)ethane-1,2-diyl dinitrate